titanic nitrate [N+](=O)([O-])[O-].[Ti+4].[N+](=O)([O-])[O-].[N+](=O)([O-])[O-].[N+](=O)([O-])[O-]